Cl.N(C(=N)N)C1=CC=C(C(=O)OC2=CC=C3CCC(NC3=C2)=O)C=C1 2-oxo-1,2,3,4-tetrahydroquinolin-7-yl 4-guanidinobenzoate hydrochloride